ClC1=C(C(=CC=C1)F)[C@H](C)NC(=O)C=1N(C(=CC1)C#N)C (S)-N-(1-(2-chloro-6-fluorophenyl)ethyl)-5-cyano-1-methyl-1H-pyrrole-2-carboxamide